5-(3-((4'-chloro-5,5-dimethyl-3,4,5,6-tetrahydro-[1,1'-biphenyl]-2-yl)methyl)-3,8-diazabicyclo[3.2.1]octane-8-yl)-2-(2,6-dioxopiperidin-3-yl)-6-fluoroisoindoline ClC1=CC=C(C=C1)C1=C(CCC(C1)(C)C)CN1CC2CCC(C1)N2C=2C=C1CN(CC1=CC2F)C2C(NC(CC2)=O)=O